2-(3-chlorophenyl)-4,6-bis(pyridin-2-yl)-1,3,5-triazine ClC=1C=C(C=CC1)C1=NC(=NC(=N1)C1=NC=CC=C1)C1=NC=CC=C1